P(=O)(OC[C@H]1O[C@H](C[C@@H]1OP(=O)(OCC(C)C)O)N1C(N=C(C=C1)N)=O)(OCC(C)C)O.[Na] sodium ((2R,3S,5R)-5-(4-amino-2-oxopyrimidin-1(2H)-yl)-3-((hydroxy(isobutoxy)phosphoryl)oxy)tetrahydrofuran-2-yl)methyl isobutyl hydrogen phosphate